N-[2-(4-bromo-2-methylphenyl)ethyl]-2,2,2-trifluoroacetamide BrC1=CC(=C(C=C1)CCNC(C(F)(F)F)=O)C